C(=O)O.C(#N)CN1N=C(C(=C1)C1=CN=C2N1C=CN=C2NC2=CC(=C(C(=O)N[C@@H](CNC(=O)C1CCNCC1)C)C(=C2)C)F)C(F)(F)F (R)-N-(2-(4-((3-(1-(cyanomethyl)-3-(trifluoromethyl)-1H-pyrazol-4-yl)imidazo[1,2-a]pyrazin-8-yl)amino)-2-fluoro-6-methylbenzamido)propyl)piperidine-4-carboxamide formate